FC1(CCC(CC1)NC1=NC(=NC(=C1)C(C)OC)N1N=C(C=C1)C(F)(F)F)F N-(4,4-difluorocyclohexyl)-6-(1-methoxyethyl)-2-(3-(trifluoromethyl)-1H-pyrazol-1-yl)pyrimidin-4-amine